2,3-difluoro-4-(trifluoromethyl)phenol FC1=C(C=CC(=C1F)C(F)(F)F)O